C(C)OC(C(CC(=O)C1=CN=C2N1C=CC(=C2I)Cl)(C(F)(F)F)O)=O 4-(7-chloro-8-iodoimidazo[1,2-a]pyridin-3-yl)-2-hydroxy-4-oxo-2-(trifluoromethyl)butanoic acid ethyl ester